NC1C2CC2CC12CCN(CC2)C=2C(NC(=CN2)SC2=C(C(=CC=C2)Cl)Cl)=O 3-(2-Aminospiro[bicyclo[3.1.0]hexan-3,4'-piperidin]-1'-yl)-6-((2,3-dichlorophenyl)thio)pyrazin-2(1H)-on